7-bromo-1-methyl-1H-indazole BrC=1C=CC=C2C=NN(C12)C